tert-butyl (3S)-3-[2-(8-chloro-4-oxo-chromen-2-yl)-5-(trifluoromethyl)phenoxy]pyrrolidine-1-carboxylate ClC=1C=CC=C2C(C=C(OC12)C1=C(O[C@@H]2CN(CC2)C(=O)OC(C)(C)C)C=C(C=C1)C(F)(F)F)=O